ethyl 2-(4-acetamido-2-((7-(3-(((tertbutoxycarbonyl)amino)methyl)-2-fluorophenyl)-2-(methoxymethyl)benzofuran-5-yl)methoxy)phenyl)acetate C(C)(=O)NC1=CC(=C(C=C1)CC(=O)OCC)OCC=1C=C(C2=C(C=C(O2)COC)C1)C1=C(C(=CC=C1)CNC(=O)OC(C)(C)C)F